6-Dimethylamino-N-(4,4-dimethyl-pentyl)-2-ethylsulfanyl-4-methyl-pyridine-3-carboxylic acid amide CN(C1=CC(=C(C(=N1)SCC)C(=O)NCCCC(C)(C)C)C)C